[6-[(5-dimethylphosphoryl-2-pyridyl)methyl]-2-azaspiro[3.3]heptan-2-yl]-[6-[3-(trifluoromethyl)-1,2,4-triazol-1-yl]-2-azaspiro[3.3]heptan-2-yl]methanone CP(=O)(C)C=1C=CC(=NC1)CC1CC2(CN(C2)C(=O)N2CC3(C2)CC(C3)N3N=C(N=C3)C(F)(F)F)C1